(4,5,6,7-tetrahydro-2H-indazol-3-yl)carboxamide N=1NC(=C2CCCCC12)C(=O)N